FC(CN1CC2=C(CC1)SC=C2)(F)F 5-(2,2,2-trifluoroethyl)-4,5,6,7-tetrahydrothieno[3,2-c]pyridine